1-amino-4-vinylnaphthalene NC1=CC=C(C2=CC=CC=C12)C=C